N-(5-((2,5-dioxaspiro(3.4)octan-7-yl)methoxy)-1,3,4-thiadiazol-2-yl)-2'-chloro-5'-methoxy-6-methyl-(4,4'-bipyridine)-3-carboxamide C1OCC12OCC(C2)COC2=NN=C(S2)NC(=O)C=2C=NC(=CC2C2=CC(=NC=C2OC)Cl)C